FC(C(=O)O)(F)F.NC1CCN(CC1)C1=CC(=C(C(=C1)C1=CC(=C(C=C1)C#N)F)C1=CC(=C(C=C1)OC)O)OC 5'-(4-aminopiperidin-1-yl)-3-fluoro-3''-hydroxy-3',4''-dimethoxy-[1,1':2',1''-terphenyl]-4-nitrile trifluoroacetate